7-((S)-1-methoxypropane-2-yl)-2-((1-(methyl-d3)-3-(((R)-tetrahydrofuran-3-yl)oxy)-1H-pyrazol-4-yl)amino)-7H-pyrrolo[2,3-d]pyrimidine-6-carbonitrile COC[C@H](C)N1C(=CC2=C1N=C(N=C2)NC=2C(=NN(C2)C([2H])([2H])[2H])O[C@H]2COCC2)C#N